C(CCC)N1C(N(C(C(C1=O)=C(N)N)=O)C1CCC(CC1)(OC)CN1C(NC(C1(C)C)=O)=O)=O 1-Butyl-5-(diaminomethylene)-3-((1r,4r)-4-((5,5-dimethyl-2,4-dioxoimidazolidin-1-yl)methyl)-4-methoxycyclohexyl)pyrimidine-2,4,6(1H,3H,5H)-trione